1-[(S)-1-(2-hydroxy-2-methylpropanoyl)-3-pyrrolidinyl]-3-{[4-(2-amino-8-methoxy-4-quinazolinyl)-1H-1,2,3-triazol-1-yl]methyl}-1H-pyridin-2-one OC(C(=O)N1C[C@H](CC1)N1C(C(=CC=C1)CN1N=NC(=C1)C1=NC(=NC2=C(C=CC=C12)OC)N)=O)(C)C